5-((4-(benzylamino)-5-chloropyrimidin-2-yl)amino)benzo[c][1,2]oxaborole-1(3H)-ol C(C1=CC=CC=C1)NC1=NC(=NC=C1Cl)NC1=CC2=C(B(OC2)O)C=C1